N-(1-(1H-indol-3-yl)hexane-2-yl)-6-(4-(dimethylamino)piperidin-1-yl)benzo[b]thiophene-2-carboxamide N1C=C(C2=CC=CC=C12)CC(CCCC)NC(=O)C1=CC2=C(S1)C=C(C=C2)N2CCC(CC2)N(C)C